N-(5-(3-(7H-pyrrolo[2,3-d]pyrimidin-4-yl)pyridin-2-ylamino)-2-fluorophenyl)-4-chloro-3-(trifluoromethyl)benzamide N1=CN=C(C2=C1NC=C2)C=2C(=NC=CC2)NC=2C=CC(=C(C2)NC(C2=CC(=C(C=C2)Cl)C(F)(F)F)=O)F